C(C1=CC=CC=C1)OC(=O)N[C@H]1C[C@H](N(C1)C(=O)OC(C)(C)C)C=O tert-butyl (2S,4S)-4-(((benzyloxy)carbonyl)amino)-2-formylpyrrolidine-1-carboxylate